(S)-N-((6-amino-2-methylpyridin-3-yl)methyl)-1-((2R,4S)-1-methyl-4-phenylpiperidine-2-carbonyl)azetidine-2-carboxamide bis-trifluoroacetate FC(C(=O)O)(F)F.FC(C(=O)O)(F)F.NC1=CC=C(C(=N1)C)CNC(=O)[C@H]1N(CC1)C(=O)[C@@H]1N(CC[C@@H](C1)C1=CC=CC=C1)C